[N+](=[N-])=C(C(=O)OC(C)(C)C)C(=O)C t-butyl alpha-diazoacetoacetate